N,N-dihydroxyethyl-methyl-aminobutyric acid ON(O)C(C(=O)O)(C(C)CC)C